4-((1S,2S)-1-(dimethylamino)-2-((3-methyl-4-oxo-3,4-dihydrophthalazin-1-yl)amino)propyl)benzoic acid CN([C@H]([C@H](C)NC1=NN(C(C2=CC=CC=C12)=O)C)C1=CC=C(C(=O)O)C=C1)C